C(C)(C)(C)[C@@H]1CC=2C=C3C(=NC2CC1)SC(=N3)C(=O)N[C@H](CCN3CCC(CC3)O)C3=CC(=CC=C3)C(=O)N3CC(C3)CN3CCCC3 |r| rac-(7S)-7-tert-butyl-N-[rac-(1R)-3-(4-hydroxy-1-piperidyl)-1-[3-[3-(pyrrolidin-1-ylmethyl)azetidine-1-carbonyl]phenyl]propyl]-5,6,7,8-tetrahydrothiazolo[5,4-b]quinoline-2-carboxamide